(R)-β-amino-4-(3-cyanophenyl)-butyric acid N[C@@H](CC(=O)O)CC1=CC(=CC=C1)C#N